OC(C#C\C(=C/C=O)\C1=CC(=C(C(=C1)OC)OC)OC)(C#CC1=CC=CC=C1)C1=CC=CC=C1 (Z)-6-hydroxy-6,8-diphenyl-3-(3,4,5-trimethoxyphenyl)oct-2-ene-4,7-diyne-1-al